5-furandiformyl azide O1C(=CC=C1C(=O)N=[N+]=[N-])C(=O)N=[N+]=[N-]